CN1N=C2C=CC(=CC2=C1)C1=CC2=C(N=C(S2)NC2CCNCC2)C=C1 6-(2-methyl-2H-indazol-5-yl)-N-(piperidin-4-yl)1,3-benzothiazol-2-amine